2-(7-fluoro-5-piperazin-1-yl-indazol-2-yl)-4,6-dimethyl-pyrazolo[1,5-a]pyrazine FC1=CC(=CC2=CN(N=C12)C1=NN2C(C(=NC(=C2)C)C)=C1)N1CCNCC1